methyl (1R,2S,4R,5S)-4-hydroxybicyclo[3.1.0]hexane-2-carboxylate O[C@@H]1C[C@@H]([C@@H]2C[C@H]12)C(=O)OC